methyl 2-(11-cyclopropyl-1,9-diazatricyclo[6.3.1.04,12]dodeca-2,4(12),5,7-tetraen-2-yl)-7-fluoro-1-methyl-benzimidazole-5-carboxylate C1(CC1)C1CNC2=CC=CC=3C=C(N1C32)C3=NC2=C(N3C)C(=CC(=C2)C(=O)OC)F